thallium-thallium [Tl].[Tl]